4-((2-methyl-2H-tetrazol-5-yl)amino)piperidine CN1N=C(N=N1)NC1CCNCC1